C(C)C1=CC=CC=2C3=CC=C(C=C3C(CC12)=O)CC 1,7-diethylphenanthren-9(10H)-one